BrC1=CC=C(C=C1)C1CC(CC2COCC12)(F)F 7-(4-bromophenyl)-5,5-difluorohexahydroisobenzofuran